FC1=C(C=C(C=C1)F)C[C@@H]1N=C([C@H](N=C1OC)C(C)C)OC (2S,5R)-2-[(2,5-difluorophenyl)methyl]-3,6-dimethoxy-5-(propan-2-yl)-2,5-dihydropyrazine